O=C/C=C/C(=O)[O-] (E)-4-oxo-but-2-enoate